C[Si]1(C(=C(C(=C1C1=CC=CC=C1)C1=CC=CC=C1)C1=CC=CC=C1)C1=CC=CC=C1)C1=CC=CC=C1 methyl-1,2,3,4,5-pentaphenyl-silole